N-[2-[(1-Cyano-1-methylethyl)carbamoyl]-4-pyridyl]-4-methyl-2-phenylthiazol C(#N)C(C)(C)NC(=O)C1=NC=CC(=C1)N1C(SC=C1C)C1=CC=CC=C1